4-(furan-2-yl)-6-{6-[3-(imidazol-1-yl)propoxy]-1,2,3-benzotriazol-1-yl}Pyrimidin-2-amine O1C(=CC=C1)C1=NC(=NC(=C1)N1N=NC2=C1C=C(C=C2)OCCCN2C=NC=C2)N